F[C@]1(CN(CC[C@H]1OC)C1=NC=CC(=N1)NC=1N=CC2=C(C=CC(=C2C1)C(C)C)N1[C@@H]([C@H](C1)S(=O)C)C)C N-(2-((3S,4R)-3-fluoro-4-methoxy-3-methylpiperidin-1-yl)pyrimidine-4-yl)-5-isopropyl-8-((2R,3S)-2-methyl-3-(methylsulfinyl)azetidin-1-yl)isoquinoline-3-Amine